N1=CC(=CC=C1)C1=CC(=NC=C1)NC=1C=C(C(=O)NC2=CC=C3C(=CN(C3=C2)C)C=2C=NC(=CC2)OCC)C=CC1C 3-([3,4'-Bipyridin]-2'-ylamino)-N-(3-(6-ethoxypyridin-3-yl)-1-methyl-1H-indol-6-yl)-4-methylbenzamide